(-)-6-(difluoromethyl)-8-((1R,2R)-2-hydroxy-2-methylcyclopentyl)-2-((1-((methyl-d3)sulfonyl)piperidin-4-yl-3,3,4,5,5-d5)amino)pyrido[2,3-d]pyrimidin-7(8H)-one FC(C1=CC2=C(N=C(N=C2)NC2(C(CN(CC2([2H])[2H])S(=O)(=O)C([2H])([2H])[2H])([2H])[2H])[2H])N(C1=O)[C@H]1[C@](CCC1)(C)O)F